4-phenyl-2,6-bis[3-(3,4-dicarboxylcyclohexanecarbonyl)phenyl]pyridine C1(=CC=CC=C1)C1=CC(=NC(=C1)C1=CC(=CC=C1)C(=O)C1CC(C(CC1)C(=O)O)C(=O)O)C1=CC(=CC=C1)C(=O)C1CC(C(CC1)C(=O)O)C(=O)O